BrC=1C(=C(C=CC1)N1C[C@@H](N(CC1)C(=O)OC(C)(C)C)C)OCC(O)C1=CC=C(C=C1)Cl tert-butyl (2S)-4-(3-bromo-2-(2-(4-chlorophenyl)-2-hydroxyethoxy) phenyl)-2-methylpiperazin-1-carboxylate